ethyl 2-(((5S,8R,9S,10S,13S,14S,17S)-10,13-Dimethyl-3-oxohexadecahydro-1H-cyclopenta[a]phenanthren-17-yl)oxy)acetate C[C@]12[C@H]3CC[C@@]4([C@H](CC[C@H]4[C@@H]3CC[C@H]2CC(CC1)=O)OCC(=O)OCC)C